C(C)(=O)C=1C(=CC(=C(C1)NC(=O)N1CSCC1)OC)O N-(5-acetyl-4-hydroxy-2-methoxyphenyl)thiazolidine-3-formamide